CN1C2=C(OC[C@@H](C1=O)NC(OC(C)(C)C)=O)C=CC(=C2)C(=O)N2CCOCC2 tert-butyl (S)-(5-methyl-7-(morpholine-4-carbonyl)-4-oxo-2,3,4,5-tetrahydrobenzo[b][1,4]oxazepin-3-yl)carbamate